ClC1=C(C=CC(=C1)F)CC(=O)NC1=CN=NC(=C1)NC1=CC(=C(C=C1)F)F (2-chloro-4-fluorophenyl)-N-[6-(3,4-difluorophenylamino)pyridazin-4-yl]acetamide